methanesulfonyloxy(di-adamantyl-n-butylphosphino)-2-amino-1,1-biphenyl CS(=O)(=O)OC1=C(C(=C(C=C1)C1=CC=CC=C1)N)PCCCC(C12CC3CC(CC(C1)C3)C2)C23CC1CC(CC(C2)C1)C3